CNC[C@H](C1=CC(=C(C=C1)O)O)O 1-adrenaline